CN(C=1C(=NON1)C(=O)N(C(OCCCC)=O)C1=CC=CC=C1)C butyl (4-(dimethylamino)-1,2,5-oxadiazole-3-carbonyl)(phenyl)carbamate